4-(tert-butyl)-N-(4-(tert-butyl)phenyl)benzamide C(C)(C)(C)C1=CC=C(C(=O)NC2=CC=C(C=C2)C(C)(C)C)C=C1